(methoxymethyl)-[1,1'-biphenyl]-2,6-diol COCC1=C(C(=C(C=C1)O)C1=CC=CC=C1)O